C1(=CC=CC=C1)OC1=NC(=NC(=C1C(F)(F)F)OC1=CC=CC=C1)C1=NC=CC=C1 4,6-Diphenyloxy-2-(2-pyridyl)-5-trifluoromethylpyrimidine